Cl.CN([C@H]1CN(CCC1)C(CCC=1N(C=CN1)C)=O)C (R)-1-(3-(dimethylamino)piperidin-1-yl)-3-(1-methyl-1H-imidazol-2-yl)propan-1-one hydrochloride